CC1=CC=C(C=C1)S(=O)(=O)OCC(COC([2H])([2H])[2H])O 2-hydroxy-3-(trideuteriomethoxy)propyl 4-methylbenzenesulfonate